CN1N=C(C(=C1)C)C(=O)OCC ethyl 1,4-dimethyl-1H-pyrazole-3-carboxylate